NCCCCCCC1=C2CN(C(C2=CC=C1)=O)C1C(NC(CC1)=O)=O 3-[4-(6-aminohexyl)-1-oxo-isoindolin-2-yl]piperidine-2,6-dione